C1(C[C@@H](C)O1)=O (R,S)-β-butyrolactone